C(C)(=O)C1=CC(=CN2C1=NC(=CC2=O)N2CCOCC2)Br 9-acetyl-7-bromo-2-morpholino-pyrido[1,2-a]pyrimidin-4-one